Cl.FC(CC1=CC2=C(N=CN=C2N2CC3(C2)CC(CC3)N)S1)(F)F 2-(6-(2,2,2-trifluoroethyl)thieno[2,3-d]pyrimidin-4-yl)-2-azaspiro[3.4]octan-6-amine HCl salt